NC1(CCN(CC1)C=1N=CC(=NC1)SC1=C(C2=CN(CN=C2C=C1)CC1=CC(=CC=C1)[N+](=O)[O-])Cl)C 6-((5-(4-amino-4-methylpiperidin-1-yl)pyrazin-2-yl)thio)-5-chloro-3-(3-nitrobenzyl)quinazoline